(S)-(4-(7-(2-(2-hydroxypropan-2-yl)pyridin-4-yl)furo[3,2-b]pyridin-2-yl)phenyl)(2-(2-hydroxypropan-2-yl)pyrrolidin-1-yl)methanone OC(C)(C)C1=NC=CC(=C1)C1=C2C(=NC=C1)C=C(O2)C2=CC=C(C=C2)C(=O)N2[C@@H](CCC2)C(C)(C)O